C[C@@]12OCC[C@@H]1[C@]1(CCCC([C@@H]1CC2)(C)C)C |r| (3aSR,5aSR,9aSR,9bRS)-3a,6,6,9a-tetramethyldodecahydronaphtho[2,1-b]furan